NC/C(/COC1=CC=C(C=C1)S(=O)(=O)CC1CCN(CC1)C(=O)C12CC(C1)(C2)F)=C\F (E)-(4-(((4-((2-(aminomethyl)-3-fluoroallyl)oxy)phenyl)sulfonyl)methyl)piperidin-1-yl)(3-fluorobicyclo[1.1.1]pentan-1-yl)methanone